ClC=1C=C(C=2CCCCC2C1F)C(=O)O 3-chloro-4-fluoro-5,6,7,8-tetrahydronaphthalene-1-carboxylic acid